[Ca+2].P(OC(C)CC)([O-])[O-] sec-butyl phosphite calcium